sodium N-[3-chloro-5-(trifluoromethyl)phenyl]sulfonamide ClC=1C=C(C=C(C1)C(F)(F)F)NS(=O)=O.[Na]